2-(2H-benzotriazole-2-yl)-p-Cresol N=1N(N=C2C1C=CC=C2)C2=CC(=CC=C2O)C